1-[[4-(4-fluorophenyl)-7-hydroxy-3-tetrahydropyran-4-yl-isoquinoline-1-carbonyl]amino]cyclopropanecarboxylic acid FC1=CC=C(C=C1)C1=C(N=C(C2=CC(=CC=C12)O)C(=O)NC1(CC1)C(=O)O)C1CCOCC1